1-cyclopropyl-N-[(3S)-5-methyl-4-oxo-2,3-dihydro-1,5-benzoxazepine-3-yl]Pyrazolo[4,3-c]Pyridine-6-carboxamide C1(CC1)N1N=CC=2C=NC(=CC21)C(=O)N[C@H]2COC1=C(N(C2=O)C)C=CC=C1